N1CC(C1)C=1C=C2C(=C(NC2=CC1)C=1C=C(C=2N(C1)N=CN2)C)C(C)C 6-(5-(Azetidin-3-yl)-3-isopropyl-1H-indol-2-yl)-8-methyl-[1,2,4]triazolo[1,5-a]pyridin